Cl.C(C)OC(C(C1=CC=CC=C1)N[C@@H]1CC2=CC=CC(=C2CC1)OC)=O 2-(((S)-5-methoxy-1,2,3,4-tetrahydronaphthalen-2-yl)amino)-2-phenylacetic acid ethyl ester hydrochloride